ClC=1C(=C(C=C(C1OC\C=C/CO)C)C=1C(CC(NN1)=O)C)F 6-[3-Chloro-2-fluoro-4-[(Z)-4-hydroxy-2-butenyloxy]-5-methylphenyl]-5-methyl-4,5-dihydro-2H-pyridazin-3-one